C(C)O[C@H](C(=O)O)CC1=CC=C(C=C1)OCCN1C(=CC=C1C1=CC=C(C=C1)SC)C (S)-2-ethoxy-3-(4-(2-(2-methyl-5-(4-(methylthio)phenyl)-1H-pyrrol-1-yl)ethoxy)phenyl)propionic acid